P(=O)([O-])([O-])[O-].[V+5].[Y+3] Yttrium vanadium phosphat